CC1=CC=CC(=N1)C=1N=CNC1C=1C=C2C=C(C=NC2=CC1)C=1C=NN(C1)[C@H]1[C@@H](CCCC1)N (1R,2R)-2-[4-[6-[4-(6-methyl-2-pyridyl)-1H-imidazol-5-yl]-3-quinolyl]pyrazol-1-yl]cyclohexanamine